ethyl 1-(((1-chloroisoquinolin-6-yl)oxy)methyl)cyclopropane-1-carboxylate ClC1=NC=CC2=CC(=CC=C12)OCC1(CC1)C(=O)OCC